C1(CCC1)C#C[C@@H]([C@]1(OCC(C1)(F)F)C)NC1=C(C(C1=O)=O)NC1=C(C(=NC=C1)C(=O)N(C)C)O 4-((2-(((S)-3-cyclobutyl-1-((S)-4,4-difluoro-2-methyltetrahydrofuran-2-yl)prop-2-yn-1-yl)amino)-3,4-dioxocyclobut-1-en-1-yl)amino)-3-hydroxy-N,N-dimethylpicolinamide